C1(C=CCCC1)OC1=C2CC(C(C2=C(C=C1)SC(F)(F)F)O)(F)F 4-(cyclohex-2-en-1-yloxy)-2,2-difluoro-7-(trifluoromethylsulfanyl)-2,3-dihydro-1H-inden-1-ol